1-isopropyl-5-(2-methoxyphenyl)-3,3,5,7-tetramethyl-octahydrobenzo[c]isoxazole C(C)(C)N1OC(C2C1C(CC(C2)(C)C2=C(C=CC=C2)OC)C)(C)C